C1(CCCC1)N1C2=NC(=NC=C2N=C1NC1=CC=CC=C1)NC1=CC=C(C=C1)N1CCN(CC1)CC=1C=C(C=CC1)NC1C(NC(CC1)=O)=O 3-((3-((4-(4-((9-cyclopentyl-8-(phenylamino)-9H-purin-2-yl)amino)phenyl)piperazin-1-yl)methyl)phenyl)amino)piperidine-2,6-dione